6''-bromo-2'',3''-dihydrodispiro[[1,3]dioxolane-2,1'-cyclohexane-4',5''-indeno[5,6-b]furan] BrC=1C2(C3=CC4=C(OCC4)C=C3C1)CCC1(CC2)OCCO1